C1(=CC=CC=C1)COC=1C=C(C(=O)N2CCN(CC2)C2=NC3=CC=CC=C3C(N2)=O)C=CC1 2-[4-(3-Phenylmethoxybenzoyl)piperazin-1-yl]-3H-quinazolin-4-one